CC=1C=C(C=C2CCC(NC12)=O)NC(=O)C=1C2=C(N=CC1)NCC2 N-(8-methyl-2-oxo-3,4-dihydro-1H-quinolin-6-yl)-2,3-dihydro-1H-pyrrolo[2,3-b]pyridine-4-carboxamide